6-((2-(6,8-dioxa-2-azaspiro[3.5]nonan-7-yl)ethyl)(2,4,6-trifluorobenzyl)amino)nicotinonitrile C1NCC12COC(OC2)CCN(C2=NC=C(C#N)C=C2)CC2=C(C=C(C=C2F)F)F